2-(quinolin-2-yl)benzil N1=C(C=CC2=CC=CC=C12)C1=C(C=CC=C1)C(=O)C(=O)C1=CC=CC=C1